3-amino-2,6-dichloro-N-phenylbenzamide NC=1C(=C(C(=O)NC2=CC=CC=C2)C(=CC1)Cl)Cl